C(#N)C=1C=NN2C1C(=CC(=C2)C=2C=NN(C2)C2CCN(CC2)C(=O)C2=CC=C(C=C2)NC(C=C)=O)OC N-(4-(4-(4-(3-cyano-4-methoxypyrazolo[1,5-a]pyridin-6-yl)-1H-pyrazol-1-yl)piperidine-1-carbonyl)phenyl)acrylamide